(E)-4-(trifluoromethyl)-2,3-dihydropyridazin-3-one FC(C=1C(NN=CC1)=O)(F)F